N1(CCCCC1)C1CCN(CC1)S(=O)(=O)C=1C=C(C(=O)NC=2N=CC3=CC=C(C=C3C2)C=2C=NN(C2)C)C=CC1F 3-([1,4'-bipiperidin]-1'-ylsulfonyl)-4-fluoro-N-(6-(1-methyl-1H-pyrazol-4-yl)isoquinolin-3-yl)benzamide